CN1CCN(CC1)CCNC(ON1C(CCC1=O)=O)=O 2,5-Dioxopyrrolidin-1-Yl (2-(4-Methylpiperazin-1-Yl)Ethyl)Carbamate